SCCCN(CC(CCCCCCC(=O)OCC(CC)CC)O)CC(CCCCCCC(=O)OCC(CC)CC)O bis(2-ethylbutyl) 9,9'-((3-mercaptopropyl)azanediyl)bis(8-hydroxynonanoate)